C(C)OC(CCC(Br)OCC)Br 1,4-diethoxy-1,4-dibromobutane